O1C(=CC=C1)CNCCC=1SC(=C(N1)C(F)(F)F)C(=O)N[C@@H](C)C1=CC(=CC=C1)C=1C=NC=CC1 2-[2-[(2-furanylmethyl)amino]ethyl]-N-[(1S)-1-[3-(3-pyridinyl)phenyl]ethyl]-4-(trifluoromethyl)-5-thiazolecarboxamide